2-chloro-4-(1,5-dimethyl-1H-pyrazol-4-yl)-6-(trifluoromethyl)nicotinonitrile ClC1=C(C#N)C(=CC(=N1)C(F)(F)F)C=1C=NN(C1C)C